(3R)-1-(7-(2-Amino-3-cyano-7-fluorobenzo[b]thiophen-4-yl)-6-chloro-8-fluoro-2-(((2R,7aS)-2-fluorotetrahydro-1H-pyrrolizin-7a(5H)-yl)methoxy)quinazolin-4-yl)piperidine-3-sulfonamide NC1=C(C2=C(S1)C(=CC=C2C2=C(C=C1C(=NC(=NC1=C2F)OC[C@]21CCCN1C[C@@H](C2)F)N2C[C@@H](CCC2)S(=O)(=O)N)Cl)F)C#N